Cl.CC=1C=2N(C=CC1)C(=NC2)C(C)(C)NC(=O)C2C[C@H]1CC[C@@H](C2)N1 (1R,3r,5S)-N-(2-(8-methylimidazo[1,5-a]pyridin-3-yl)propan-2-yl)-8-azabicyclo[3.2.1]octane-3-carboxamide hydrochloride